O1C(CC1)COS(=O)(=O)C1=CC=C(C=C1)C 4-methylbenzenesulfonic acid oxetan-2-ylmethyl ester